FC(C1=NN=C(S1)N1C2=C(C3=CC(=C(C=C13)S(NC1(CC1)C)(=O)=O)F)C(=NC=N2)C2CCN(CC2)C(=O)N(C)C)F 4-(9-(5-(difluoromethyl)-1,3,4-thiadiazol-2-yl)-6-fluoro-7-(N-(1-methylcyclopropyl)sulfamoyl)-9H-pyrimido[4,5-b]indol-4-yl)-N,N-dimethylpiperidine-1-carboxamide